ClC=1C2=C(N=CN1)N(C(=C2C=NO)C)C(C)C 4-chloro-7-isopropyl-6-methyl-7H-pyrrolo[2,3-d]pyrimidine-5-formaldoxime